NCC(C)(C)C=1C=C(C(=O)NCC(=O)NC=2SC=C(N2)C=2C=C(C=CC2)C2=CC(=CC(=C2)C#N)C#N)C=CC1 3-(1-amino-2-methylpropan-2-yl)-N-(2-((4-(3',5'-dicyano-[1,1'-biphenyl]-3-yl)thiazol-2-yl)amino)-2-oxoethyl)benzamide